methyl 7-(benzyloxy)-2-(3-bromophenyl)-5,5-difluoro-2,6,6-trimethylheptanoate C(C1=CC=CC=C1)OCC(C(CCC(C(=O)OC)(C)C1=CC(=CC=C1)Br)(F)F)(C)C